NC1=C(C(=NN1C(CF)CF)C1=C2C=CNC2=C(C(=C1)F)CNC(C1=C(C=CC(=C1)F)OC)=O)C(=O)N 5-amino-1-(1,3-difluoropropan-2-yl)-3-(6-fluoro-7-((5-fluoro-2-methoxybenzamido)methyl)-1H-indol-4-yl)-1H-pyrazole-4-carboxamide